2-(2-aminoethoxy)propan-1-amin NCCOC(CN)C